1-tert-butyl (2-(2-(2-oxoethoxy)ethoxy)ethyl)carbamate O=CCOCCOCCNC(OC(C)(C)C)=O